(S)-7-((S)-5-Chloro-6-fluoro-2-phenyl-2-((S)-pyrrolidin-2-yl)-2,3-dihydrobenzofuran-4-yl)-8-fluoroimidazo[1,2-a]pyridine-6-carboxamide ClC=1C(=CC2=C(C[C@@](O2)([C@H]2NCCC2)C2=CC=CC=C2)C1C1=C(C=2N(C=C1C(=O)N)C=CN2)F)F